C(C1=CC=CC=C1)(C1=CC=CC=C1)N1C(CN(CC1C)CC=1C=C2CN(C(C2=CC1F)=O)C1C(NC(CC1)=O)=O)C 3-(5-((4-benzhydryl-3,5-dimethylpiperazin-1-yl)methyl)-6-fluoro-1-oxoisoindolin-2-yl)piperidine-2,6-dione